C12CNCC(C=C1)N2 3,8-diazabicyclo[3.2.1]oct-6-ene